The molecule is an omega-carboxyacyl-CoA that results from the formal condensation of the thiol group of coenzyme A with one of the carboxy groups of (R)-ethylmalonic acid. It derives from an ethylmalonic acid. It is a conjugate acid of a (R)-ethylmalonyl-CoA(5-). CC[C@H](C(=O)O)C(=O)SCCNC(=O)CCNC(=O)[C@@H](C(C)(C)COP(=O)(O)OP(=O)(O)OC[C@@H]1[C@H]([C@H]([C@@H](O1)N2C=NC3=C(N=CN=C32)N)O)OP(=O)(O)O)O